C(=O)(O)C1=C(C(=C(C(C(=O)O)=C1)C(=O)O)C(=O)O)C(=O)O dicarboxyl-trimellitic acid